NC=1C2=C(N=CN1)N(CC2)[C@H]2[C@@H]([C@@H]([C@H](C2)\C=C\C2=CC=C1C=NC(=NC1=C2)N)O)O (1r,2s,3r,5r)-3-(4-amino-5,6-dihydro-7H-pyrrolo[2,3-d]pyrimidin-7-yl)-5-((E)-2-(2-aminoquinazolin-7-yl)vinyl)cyclopentane-1,2-diol